C([O-])([O-])=O.[Ca+2] calcium monocarbonate